4-trifluoromethoxyphenol FC(OC1=CC=C(C=C1)O)(F)F